Octyl Ethylhexanoate C(C)C(C(=O)OCCCCCCCC)CCCC